5-{2-[({8-[(2,6-dimethylbenzyl)amino]-2,3-dimethylimidazo[1,2-a]pyridine-6-yl}carbonyl)-amino]ethoxy}-5-oxopentanoic acid CC1=C(CNC=2C=3N(C=C(C2)C(=O)NCCOC(CCCC(=O)O)=O)C(=C(N3)C)C)C(=CC=C1)C